1-(2-chloro-5-fluoro-4-pyridyl)-2,2-difluoro-propane-1,3-diol ClC1=NC=C(C(=C1)C(C(CO)(F)F)O)F